CC1=NC(=CC(=C1)C=1C=C(C=CC1)C=1N=C(SC1)NC(=O)[C@@H]1N(CC1)C(=O)C1=CN(C2=CC=CC=C12)S(=O)(=O)C)C (R)-N-(4-(3-(2,6-dimethylpyridin-4-yl)phenyl)thiazol-2-yl)-1-(1-(methylsulfonyl)-1H-indole-3-carbonyl)azetidine-2-carboxamide